(+-)-3-(2-(2-(4-methylcyclohex-3-en-1-yl)propyl)-1,3-dioxan-4-yl)-1-phenylpropan-1-one CC1=CCC(CC1)C(CC1OCCC(O1)CCC(=O)C1=CC=CC=C1)C